OC(C(O)(O)O)C=1C=C(C=CC1OC)[Co] m-tetrahydroxyethyl-(4-methoxyphenyl)cobalt